C1CC12CN(C2)C2=CC=C(C(=N2)C=O)CN2N=NC(=C2)C(=O)OCC ethyl 1-[(6-{5-azaspiro[2.3]hexan-5-yl}-2-formylpyridin-3-yl)methyl]-1H-1,2,3-triazole-4-carboxylate